1-(4-fluorophenyl)-N-(4-methyl-3-((3-methyl-4-oxo-3,4-dihydroquinazolin-6-yl)amino)phenyl)-5-(methylsulfonyl)-1H-pyrazole-3-carboxamide FC1=CC=C(C=C1)N1N=C(C=C1S(=O)(=O)C)C(=O)NC1=CC(=C(C=C1)C)NC=1C=C2C(N(C=NC2=CC1)C)=O